2-cyclopentylpropane-1-imine C1(CCCC1)C(C=N)C